Cl.FC1=CC=C(C=C1)C(CN1CCC(CC1)NC)=O 1-(4-fluorophenyl)-2-(4-(methylamino)piperidin-1-yl)ethan-1-one, hydrochloride salt